5-[4-(4-formyl-1-piperidyl)phenyl]-8,9-dihydro-7H-benzo[7]annulene-2-carboxylic acid C(=O)C1CCN(CC1)C1=CC=C(C=C1)C1=CCCCC2=C1C=CC(=C2)C(=O)O